O=C1NC([C@@H]2CC[C@H]1N2)C(=O)[O-] (1S,5R)-4-oxo-3,8-diazabicyclo[3.2.1]octane-2-carboxylate